COC=1C=C(C=CC1OCC=C)C1NC2=CC=CC=C2C(N1)=O 2-[3-methoxy-4-allyloxy-phenyl]-2,3-dihydroquinazolin-4(1H)-one